N-[4-fluoro-5-(1-pyrimidin-2-yl-3,6-dihydro-2H-pyridin-5-yl)-2-[rac-(3R,5S)-3,4,5-trimethylpiperazin-1-yl]phenyl]-6-oxo-4-(trifluoromethyl)-1H-pyridine-3-carboxamide FC1=CC(=C(C=C1C1=CCCN(C1)C1=NC=CC=N1)NC(=O)C1=CNC(C=C1C(F)(F)F)=O)N1C[C@H](N([C@H](C1)C)C)C |r|